8-[(4-aminopentyl)amino]-6-methoxyquinoline dihydrochloride Cl.Cl.NC(CCCNC=1C=C(C=C2C=CC=NC12)OC)C